OC(CCC[C@@H](C)[C@H]1CC[C@H]2[C@@H]3CC[C@H]4[C@H]([C@H](CC[C@]4(C)[C@H]3CC[C@]12C)O)O)C1=C(C=CC=C1)OC(F)(F)F 24-(hydroxy{2-[(trifluoromethyl)oxy]phenyl}methyl)-5α-cholan-3β,4β-diol